[Br].C(CCCCCCCCCCC)N1CN(C=C1)CCCCCCCCCCCC 1,3-didodecyl-imidazole bromine salt